ClC1=CC=2N(C(N(CC2C=N1)C1=C(C=CC=C1C)F)=O)[C@H]1CC[C@H](CC1)NC(OC(C)(C)C)=O cis-tert-butyl N-[4-[7-chloro-3-(2-fluoro-6-methyl-phenyl)-2-oxo-4H-pyrido[4,3-d]pyrimidin-1-yl]cyclohexyl]carbamate